C[C@H]1[C@@H](C[C@H]([C@@H](O1)O[C@H](C)CCCCC/C=C/C(=O)O)O)O The molecule is an (omega-1)-hydroxy fatty acid ascaroside obtained by formal condensation of the alcoholic hydroxy group of (2E,9R)-9-hydroxydec-2-enoic acid with ascarylopyranose (the alpha anomer). It is a metabolite of the nematode Caenorhabditis elegans. It has a role as a Caenorhabditis elegans metabolite. It is an alpha,beta-unsaturated monocarboxylic acid and an (omega-1)-hydroxy fatty acid ascaroside. It derives from a (2E,9R)-9-hydroxydec-2-enoic acid. It is a conjugate acid of an ascr#15(1-).